(1s,4s)-Methyl 4-(6-(2-(dimethylamino)ethylamino)-4-methyl-1-oxoisoindolin-2-yl)cyclohexanecarboxylate CN(CCNC1=CC(=C2CN(C(C2=C1)=O)C1CCC(CC1)C(=O)OC)C)C